(S)-7-isopropyl-4,8-dimethyl-2-(((S)-2-((6-(trifluoromethyl)pyridin-3-yl)methyl)-2,4,5,6-tetrahydrocyclopenta[c]pyrazol-4-yl)amino)-7,8-dihydropteridin-6(5H)-one C(C)(C)[C@H]1C(NC=2C(=NC(=NC2N1C)N[C@H]1CCC2=NN(C=C21)CC=2C=NC(=CC2)C(F)(F)F)C)=O